3-((3S,4S)-4-amino-3-methyl-2-oxa-8-azaspiro[4.5]decan-8-yl)-6-((3-chloro-2-oxo-1,2-dihydro-pyridin-4-yl)thio)pyrazin-2(1H)-one N[C@@H]1[C@@H](OCC12CCN(CC2)C=2C(NC(=CN2)SC2=C(C(NC=C2)=O)Cl)=O)C